ClCCCCCC[C@@]1(OC(C)=O)[C@@H](OC(C)=O)[C@@H](OC(C)=O)[C@H](OC(C)=O)[C@H](O1)CO chlorohexyl-tetra-O-acetyl-α-D-mannopyranose